CC1(OCCN(C1)C1=C(N(C2=CC=CC=C12)[C@@]1([C@H](C1)C)C1=NOC(N1)=O)C(=O)O)C (2,2-Dimethylmorpholino)-1-((1S,2S)-2-methyl-1-(5-oxo-4,5-dihydro-1,2,4-oxadiazol-3-yl)cyclopropyl)-1H-indole-2-carboxylic acid